The molecule is a hydroxy fatty acid ascaroside anion that is the conjugate base of oscr#33, obtained by deprotonation of the carboxy group; major species at pH 7.3. It is a conjugate base of an oscr#33. C[C@H]1[C@@H](C[C@H]([C@@H](O1)OCCCCCCCCCCCCCCCC/C=C/C(=O)[O-])O)O